pyridin-2-yl-7,7-dimethyl-3,4,7,8-tetrahydro-2H-cyclopenta[4,5]pyrrolo[1,2-a]pyrazin N1=C(C=CC=C1)C1=C2N(CCN1)C=1C(=C2)CC(C1)(C)C